C(CCC)S(=O)(=O)O.C1(=CC=CC=C1)C(=O)C(O)C1=CC=CC=C1 benzoin butanesulfonate